benzyl 4-[[1-[[3-(2-bromo-4-methoxycarbonyl-phenoxy)cyclobutyl]methyl]azetidin-3-yl]methyl]piperidine-1-carboxylate BrC1=C(OC2CC(C2)CN2CC(C2)CC2CCN(CC2)C(=O)OCC2=CC=CC=C2)C=CC(=C1)C(=O)OC